C(C)(C)(C)OC(=O)N1CCC(=CC1C)OS(=O)(=O)C(F)(F)F 6-methyl-4-(((trifluoromethyl)sulfonyl)oxy)-3,6-dihydropyridine-1(2H)-carboxylic acid tert-butyl ester